OC1=CC=C(\C=C/2\C(NC3=CC=CC=C23)=O)C=C1 (E)-3-(4-hydroxybenzylidene)indolin-2-one